(1S,3S)-3-((6-(5-(((cyclobutyl(methyl)aminocarbonyl)oxy)methyl)-1-methyl-1H-1,2,3-triazole-4-yl)-2-cyclopropylpyridin-3-yl)oxy)cyclohexane-1-carboxylic acid C1(CCC1)N(C(=O)OCC1=C(N=NN1C)C1=CC=C(C(=N1)C1CC1)O[C@@H]1C[C@H](CCC1)C(=O)O)C